C(C)(C)(C)C(=C(C(=O)O)C)C1=CC=CC=C1 tert-butyl-alpha-methyl-cinnamic acid